3-(2-amino-[1,2,4]triazolo[1,5-a]pyridin-7-yl)-6-chloro-2-fluoro-N-(3-hydroxy-3-(4-(trifluoromethyl)phenyl)propyl)benzamide NC1=NN2C(C=C(C=C2)C=2C(=C(C(=O)NCCC(C3=CC=C(C=C3)C(F)(F)F)O)C(=CC2)Cl)F)=N1